methyl ((R)-2-(3-cyanophenoxy)docosyl) hydrogen phosphate P(=O)(OC)(OC[C@@H](CCCCCCCCCCCCCCCCCCCC)OC1=CC(=CC=C1)C#N)O